8-Bromoquinolin-6-ol BrC=1C=C(C=C2C=CC=NC12)O